C[C@@H](C(=O)O)NC(=O)C The molecule is an N-acetyl-L-amino acid that is L-alanine in which one of the hydrogens attached to the nitrogen is replaced by an acetyl group. It has a role as a human metabolite and a Saccharomyces cerevisiae metabolite. It is a L-alanine derivative and a N-acetyl-L-amino acid. It is a conjugate acid of a N-acetyl-L-alaninate.